[N+](=O)([O-])[O-].C[N+](CCCCCCCCCCCC)(CCCCCCCCCCCC)CCCCCCCCCCCC methyltridodecylammonium nitrate